C(#N)C1=C(C=C(C=C1)C)N1C(N([C@H](C1)C#N)C1=CN=CC2=CC=CC=C12)=O |r| Racemic-1-(2-cyano-5-methylphenyl)-3-(isoquinolin-4-yl)-2-oxoimidazoline-4-carbonitrile